N-(4-(2,6-dimethoxyphenyl)-5-(5-methyl-3-pyridinyl)-4H-1,2,4-triazol-3-yl)-1-ethoxy-1-(5-fluoro-2-pyrimidinyl)-2-propanesulfonamide COC1=C(C(=CC=C1)OC)N1C(=NN=C1C=1C=NC=C(C1)C)NS(=O)(=O)C(C(C1=NC=C(C=N1)F)OCC)C